(1R,3aS,10aR)-1-[(1E,3ξ)-4,4-difluoro-3-hydroxy-4-phenyl-1-buten-1-yl]-2,3,3a,9,10,10a-hexahydro-1H-benzo[b]cyclopenta[f]oxepin-6-carboxylic acid FC(C(/C=C/[C@H]1CC[C@H]2[C@@H]1CCC1=C(O2)C=C(C=C1)C(=O)O)O)(C1=CC=CC=C1)F